cyclododecylamide C1(CCCCCCCCCCC1)[NH-]